NC1=NC2=C(C=3C=C(C=NC13)CCC1=C(C=C(C=C1)OCCOCCOCCP(=O)(O)O)C)C=CC(=C2)CCC(=O)O 3-(5-amino-2-(2-methyl-4-(2-(2-(2-phosphonoethoxy)ethoxy)ethoxy)phenethyl)benzo[f][1,7]naphthyridin-8-yl)propanoic acid